S1CC(C1)O thietan-3-ol